BrC=1C(=NC(=NC1)NC1=C(C=C(C(=C1)CC)N1CCC(CC1)N1CCNCC1)OC)NC1=C(C=CC=C1)P1(CCCC1)=O 1-(2-((5-bromo-2-((5-ethyl-2-methoxy-4-(4-(piperazin-1-yl)piperidin-1-yl)phenyl)Amino)pyrimidin-4-yl)amino)phenyl)phospholane 1-oxide